(R)-N-(3,3-difluoro-1-(2-methoxyethyl)piperidin-4-yl)-5-(1-(2,2-difluoroethyl)-4-fluoro-1H-benzo[d]imidazol-6-yl)-4-methoxypyrrolo[2,1-f][1,2,4]triazin-2-amine FC1(CN(CC[C@H]1NC1=NN2C(C(=N1)OC)=C(C=C2)C=2C=C(C1=C(N(C=N1)CC(F)F)C2)F)CCOC)F